lithium trimethyl-N-(trimethylsilyl)silaneamid CC([Si](N[SiH]=O)(C)C)(C)C.[Li]